C(C(CCCCCCC)O)O 1,2-Nonanediol